FC=1C2(C=C3C=CC=CC13)CNC2 fluorospiro[azetidine-3,2'-indene]